3'-O-benzylguanosine C(C1=CC=CC=C1)O[C@H]1[C@H]([C@@H](O[C@@H]1CO)N1C=NC=2C(=O)NC(N)=NC12)O